1-(4-chloro-3-methyl-2-(p-tolyl)-2H-pyrazolo[3,4-d]pyridazin-7-yl)-N-(3-(dimethylamino)propyl)piperidine-4-carboxamide ClC=1C=2C(C(=NN1)N1CCC(CC1)C(=O)NCCCN(C)C)=NN(C2C)C2=CC=C(C=C2)C